FC1=C(C=CC(=C1)F)C1=NC(=NC2=NC(=C(N=C12)C)C)[C@@H]1C[C@@H](OCC1)C=1C(=NC=CC1)OC 4-(2,4-difluorophenyl)-2-[(2R,4S)-2-(2-methoxy-3-pyridyl)tetrahydropyran-4-yl]-6,7-dimethyl-pteridine